benzyl 5-hydroxybicyclo[2.2.1]heptane-2-carboxylate OC1C2CC(C(C1)C2)C(=O)OCC2=CC=CC=C2